3-(5-(((S)-1-((2-((1r,4S)-4-(Methoxymethyl)cyclohexyl)quinolin-6-yl)methyl)-pyrrolidin-3-yl)oxy)-1-oxoisoindolin-2-yl)piperidine-2,6-dione COCC1CCC(CC1)C1=NC2=CC=C(C=C2C=C1)CN1C[C@H](CC1)OC=1C=C2CN(C(C2=CC1)=O)C1C(NC(CC1)=O)=O